C(#N)CC1CCC(CC1)N1C(=NC=2C1=C1C(=NC2)NC=C1)CNC(CC(C)(C)O)=O N-((1-((1r,4r)-4-(Cyanomethyl)cyclohexyl)-1,6-dihydroimidazo[4,5-d]pyrrolo[2,3-b]pyridin-2-yl)methyl)-3-hydroxy-3-methylbutanamide